6,8-difluoro-N-methyl-Quinazolin-4-amine FC=1C=C2C(=NC=NC2=C(C1)F)NC